2-acetylphenyl-boric acid C(C)(=O)C1=C(C=CC=C1)OB(O)O